(4-((5-fluoro-4-(3-((S)-3-hydroxypyrrolidine-1-carbonyl)phenyl)pyrimidin-2-yl)amino)cyclohexyl)carbamate FC=1C(=NC(=NC1)NC1CCC(CC1)NC([O-])=O)C1=CC(=CC=C1)C(=O)N1C[C@H](CC1)O